3-(4-(9-(4-((3R,5R)-1-methyl-5-((3-methyl-4-oxo-4,5-dihydro-3H-pyrrolo[3,2-d]pyrimidin-2-yl)amino)piperidin-3-yl)benzoyl)-3,9-diazaspiro[5.5]undecan-3-yl)phenyl)piperidine-2,6-dione CN1C[C@H](C[C@H](C1)NC=1N(C(C2=C(N1)C=CN2)=O)C)C2=CC=C(C(=O)N1CCC3(CCN(CC3)C3=CC=C(C=C3)C3C(NC(CC3)=O)=O)CC1)C=C2